O(S(=O)(=O)C(F)(F)F)C1=C(C=C2C(=NC=NC2=C1)N1CCN(CCC1)S(NC(=O)OC(C)(C)C)(=O)=O)OC 4-(4-(N-(t-butoxycarbonyl) sulfamoyl)-1,4-diazepan-1-yl)-6-methoxyquinazolin-7-yl triflate